CN(C(CC1=CC(=C(C=C1)NC(C1=CC(=C(C=C1)C)NC1=NC=CC(=N1)C=1C=NC=C(C1)C1=C(C=NO1)C)=O)C(F)(F)F)C)C N-[4-(2-Dimethylamino-propyl)-2-trifluoromethyl-phenyl]-4-methyl-3-{4-[5-(4-methyl-isoxazol-5-yl)-pyridin-3-yl]-pyrimidin-2-ylamino}-benzamide